1,3-Dibutyl-2-methylimidazolium C(CCC)N1C(=[N+](C=C1)CCCC)C